2-(2,6-Difluorophenyl)-4-(4-(((4-(trifluoromethyl)benzyl)disulfaneyl)methyl)phenyl)-4,5-dihydrooxazole FC1=C(C(=CC=C1)F)C=1OCC(N1)C1=CC=C(C=C1)CSSCC1=CC=C(C=C1)C(F)(F)F